2,2-Dimethyl-5-oxo-cyclopentanecarboxylic acid methyl ester COC(=O)C1C(CCC1=O)(C)C